FC1=C(C(=C2C=NNC2=C1F)C=1C=CC=2N(N1)C=C(N2)NC(=O)C2C(C2)F)SC N-(6-(6,7-difluoro-5-(methylthio)-1H-indazol-4-yl)imidazo[1,2-b]pyridazin-2-yl)-2-fluorocyclopropane-1-carboxamide